8-((4-fluorobenzyl)oxy)-6-methyl-1,2,3,4,5,6-hexahydroazepino[4,5-b]indole FC1=CC=C(COC=2C=CC=3C4=C(N(C3C2)C)CCNCC4)C=C1